O1C=NC=C1CNC(=O)C1CNCCC1 piperidine-3-carboxylic acid (oxazol-5-ylmethyl)-amide